ethyl (2-cyano-2-(2-(3,5-dichloro-4-((2-(3-chloro-4-fluorobenzyl)-1-oxo-1,2,3,4-tetrahydroisoquinolin-6-yl)oxy)phenyl)hydrazono)acetyl)carbamate C(#N)C(C(=O)NC(OCC)=O)=NNC1=CC(=C(C(=C1)Cl)OC=1C=C2CCN(C(C2=CC1)=O)CC1=CC(=C(C=C1)F)Cl)Cl